FCCCCCCCCC(C(=O)O)CCCCCCCC 10-fluoro-2-octyldecanoic acid